O=C1N(CC2=CC(=CC=C12)CN1CCN(CC1)C1=NC=CC=C1C(F)(F)F)N1C(NC(CC1)=O)=O 1-(1-oxo-5-((4-(3-(trifluoromethyl)pyridin-2-yl)piperazin-1-yl)methyl)isoindolin-2-yl)dihydropyrimidine-2,4(1H,3H)-dione